FC1=NNC2=CC=C(C=C12)C#CC1=NC(=NC=C1)C1=NC(=NC=C1)N1CC2=CC=C(C=C2C1)CF 3-fluoro-5-((2'-(5-(fluoromethyl)isoindolin-2-yl)-[2,4'-bipyrimidinyl]-4-yl)ethynyl)-1H-indazole